C1(CC1)C=1N2C=3SC=4C[C@@H](CC4C3C(=N[C@H](C2=NN1)C)C1=C(C=CC=C1F)F)C(F)F (7s,13r)-3-cyclopropyl-13-(difluoromethyl)-9-(2,6-difluorophenyl)-7-methyl-16-thia-2,4,5,8-tetraazatetracyclo[8.6.0.02,6.011,15]hexadeca-1(10),3,5,8,11(15)-pentaene